CNC(=O)C1CC(CC1)NC(C(F)(F)F)=O N-methyl-3-(2,2,2-trifluoroacetamido)cyclopentane-1-carboxamide